OC(COC1=C(C=O)C=CC=C1)CO 2-(2,3-dihydroxypropoxy)benzaldehyde